(5-(1-methyl-4-(pyrrolidin-1-ylmethyl)-1H-pyrrolo[2,3-b]pyridin-6-yl)-1-oxoisoindolin-2-yl)piperidine-2,6-dione CN1C=CC=2C1=NC(=CC2CN2CCCC2)C=2C=C1CN(C(C1=CC2)=O)N2C(CCCC2=O)=O